ClC1=CC=C(C=C1)C=1N=NC(=C2C1CN(CC2)S(=O)(=O)C)NC2CN(CCC2)C 4-(4-chlorophenyl)-N-(1-methylpiperidin-3-yl)-6-(methylsulfonyl)-5,6,7,8-tetrahydropyrido[3,4-d]pyridazin-1-amine